[Cl-].C(CCC)[N+]1=NN(C(=C1)CCCC)CCCC 1-butyl-3-butyl-4-butyl-1,2,3-triazolium chloride